COC([C@@H](NC(CCC1=CC=C(C=C1)C1=CC=C(C=C1)CCCCN)=O)CCCCNC(=O)OC(C)(C)C)=O.CCC[SiH2]C(O[Si](C)(C)C)O[Si](C)(C)C 3-propylbis(trimethylsiloxy)methyl-silane methyl-N2-(3-(4'-(4-aminobutyl)-[1,1'-biphenyl]-4-yl)propanoyl)-N6-(tert-butoxycarbonyl)-L-lysinate